NC1=NN(C(=C1C#N)C(C)N(C)C(C1=CC(=CC(=C1)C(F)(F)F)C(F)(F)F)=O)C1=CC=C(C=N1)C(=O)OC methyl 6-[3-amino-5-[1-[[3,5-bis(trifluoromethyl)benzoyl]-methyl-amino]ethyl]-4-cyano-pyrazol-1-yl]pyridine-3-carboxylate